FC(C[C@H](C)NC(O[C@H]1CO[C@@H](C1)C=1C=NC(=NC1)NC1=CC=C(C=C1)S(N)(=O)=O)=O)(F)F |&1:8,11| rac-(3RS,5SR)-5-(2-((4-sulfamoylphenyl)amino)pyrimidin-5-yl)tetrahydrofuran-3-yl ((S)-4,4,4-trifluorobutan-2-yl)carbamate